4-[1-sec-butyl-7-((R)-1-quinolin-3-yl-ethylamino)-1H-pyrazolo[4,3-d]pyrimidin-5-yl]-1-methyl-piperazin-2-one C(C)(CC)N1N=CC=2N=C(N=C(C21)N[C@H](C)C=2C=NC1=CC=CC=C1C2)N2CC(N(CC2)C)=O